COP(=O)CCCCCCCCCCCOC1=C(C(=C(C=C1)C1CCC(CC1)CCCCC)F)F {11-[2,3-difluoro-4-(4-pentylcyclohexyl)phenoxy]undecyl}phosphinic acid methyl ester